CC1=C(OC(=O)C(=C1OC)OC)CCCCCCCCCCS(=O)C The molecule is a member of the class of 2-pyranones that is 2H-pyran-2-one substituted by methoxy groups at positions 3 and 4, a methyl group at position 5 and a 10-(methylsulfinyl)decyl group at position 6. It has been isolated from the marine sponge of the genus Plakortis. It has a role as an animal metabolite. It is a member of 2-pyranones, an ether, a polyketide and a sulfoxide.